(3S,4S)-8-(9-((4-chloro-2-fluorophenyl)ethynyl)-7H-imidazo[1,2-c]pyrazolo[4,3-e]pyrimidin-5-yl)-3-methyl-2-oxa-8-azaspiro[4.5]decan-4-amine ClC1=CC(=C(C=C1)C#CC1=NNC2=C1C=1N(C(=N2)N2CCC3([C@@H]([C@@H](OC3)C)N)CC2)C=CN1)F